C(C)(C)(C)OC(=O)N1[C@@H](C[C@@H](C1)O[Si](C)(C)C(C)(C)C)C(N(C=1C=C(C=CC1)C)C)=O.C(C)(C)(C)O[SiH](C=CC1=CC=CC=C1)OC(C)(C)C di(tert-butoxy)phenylvinylsilane tert-butyl-(2S,4S)-4-[tert-butyl(dimethyl)silyl]oxy-2-[methyl(m-tolyl)carbamoyl]pyrrolidine-1-carboxylate